6-(3-chloro-4-isopropoxy-phenyl)-N-[(2-morpholino-3-pyridyl)methyl]pyridazine-4-carboxamide ClC=1C=C(C=CC1OC(C)C)C1=CC(=CN=N1)C(=O)NCC=1C(=NC=CC1)N1CCOCC1